C1(=CC=CC=C1)[C@@H]1[C@H](CN(C1)C(=O)OC(C)(C)C)C(NCC1CCN(CC1)C)=O tert-Butyl (3R,4S)-4-phenyl-3-{[(1-methylpiperidin-4-yl)methyl]carbamoyl}pyrrolidine-1-carboxylate